FC1=C(CN2N=C(C=C2C2=NOC=C2)C2=NC=CC(=N2)NC(OCC(C(F)(F)F)Br)=O)C=CC=C1 2-bromo-3,3,3-trifluoropropyl (2-(1-(2-fluorobenzyl)-5-(isoxazol-3-yl)-1H-pyrazol-3-yl)pyrimidin-4-yl)carbamate